1-[4-(4-ethoxy-5-methyl-thiazol-2-yl)-2,6-difluoro-phenyl]-ethyl acetate C(C)(=O)OC(C)C1=C(C=C(C=C1F)C=1SC(=C(N1)OCC)C)F